CC1=CC(=C(C(N1)=O)CNC(=O)C=1C=2C=NN(C2C=C(C1)C1=CC(=NC=C1)N1CCN(CC1)C)C(C)C)CCC N-[(6-methyl-2-oxo-4-propyl-1,2-dihydropyridin-3-yl)methyl]-6-[2-(4-methylpiperazin-1-yl)pyridin-4-yl]-1-(propan-2-yl)-1H-indazole-4-carboxamide